BrC1=CC(=CC(=C1)C(=C)S(=O)(=O)C)Cl 1-bromo-3-chloro-5-(1-methanesulfonyl-vinyl)benzene